1-(2,2-dimethyl-1,3-dioxan-5-yl)-N-methyl-cyclopropylamine CC1(OCC(CO1)C1(CC1)NC)C